C(#N)C1=CC=C(C(=O)N(C=2C=C(C=3N(C2)C(=CN3)C=3C=CC(=NC3)NC(OC)=O)C)C)C=C1 methyl N-[5-[6-[(4-cyanobenzoyl)-methyl-amino]-8-methyl-imidazo[1,2-a]pyridin-3-yl]-2-pyridyl]carbamate